3-hydroxy-6-(4-(4-phenylpiperazin-1-yl)butyl)pyridinecarbaldehyde OC=1C(=NC(=CC1)CCCCN1CCN(CC1)C1=CC=CC=C1)C=O